FC1=CC(=C(C=C1)C(C)O)C1=CC2=C(NC=N2)C=C1 1-(4-fluoro-2-(1H-benzimidazol-5-yl)phenyl)ethan-1-ol